2-amino-N-(1-(2-(but-2-ynyl)-4-chloro-7-ethoxy-2H-indazol-6-yl)ethyl)-pyrazolo[1,5-a]pyrimidine-3-carboxamide trifluoroacetate FC(C(=O)O)(F)F.NC1=NN2C(N=CC=C2)=C1C(=O)NC(C)C=1C=C(C2=CN(N=C2C1OCC)CC#CC)Cl